(S)-2-(3-(2-(5-((4,6-Difluoro-1H-indol-5-yl)oxy)-2-fluorophenyl)-1H-imidazol-5-yl)-3-methyl-2,3-dihydrobenzofuran-7-yl)acetic acid FC1=C2C=CNC2=CC(=C1OC=1C=CC(=C(C1)C=1NC(=CN1)[C@]1(COC2=C1C=CC=C2CC(=O)O)C)F)F